(1,3-dimethyl-azetidin-3-yl)-[6-(tetrahydro-pyran-4-yloxy)-pyridin-3-yl]-(4-trifluoromethoxy-phenyl)-methanol CN1CC(C1)(C)C(O)(C1=CC=C(C=C1)OC(F)(F)F)C=1C=NC(=CC1)OC1CCOCC1